C(C)(=O)N1CCN(CC1)CCNC(C1=CC(=CC=C1)C=1C=NC(=C(C1)OC(C)C1=C(C=CC=C1Cl)Cl)N)=O N-[2-(4-acetyl-piperazin-1-yl)-ethyl]-3-{6-amino-5-[1-(2,6-dichloro-phenyl)-ethoxy]-pyridin-3-yl}-benzamide